F[C@H]1CNCC[C@H]1OCC#CC1=CC=2N(C=C1)C(=CN2)N2C(NC(CC2)=O)=O 1-[7-[3-[[(3S,4R)-3-fluoro-4-piperidinyl]oxy]prop-1-ynyl]imidazo[1,2-a]pyridin-3-yl]hexahydropyrimidine-2,4-dione